tert-butyl (S)-2-((4-((4-(tert-butoxycarbonyl)-2,6-difluorobenzyl)oxy)-6-methylpyridin-3-yl)ethynyl)morpholine-4-carboxylate C(C)(C)(C)OC(=O)C1=CC(=C(COC2=C(C=NC(=C2)C)C#C[C@H]2CN(CCO2)C(=O)OC(C)(C)C)C(=C1)F)F